ClC=1C=CC(=C(C1)C1=CC(=C(N=N1)SCC[Si](C)(C)C)NC1=CC(=NC=N1)NC(=O)C1CC(C1)N1CCC(CC1)C(=O)OC(C)(C)C)F tert-butyl 1-((1s,3s)-3-((6-((6-(5-chloro-2-fluorophenyl)-3-((2-(trimethylsilyl)ethyl)thio)pyridazin-4-yl)amino)pyrimidin-4-yl)carbamoyl)cyclobutyl)piperidine-4-carboxylate